CC1=NC(=NC(=C1S(=O)(=O)N1C[C@H]2CN(C[C@@H]2C1)C1CC2(COC2)C1)C)C(F)(F)F (3aR,6aR)-2-((4,6-dimethyl-2-(trifluoromethyl)pyrimidin-5-yl)sulfonyl)-5-(2-oxaspiro[3.3]heptan-6-yl)octahydropyrrolo[3,4-c]pyrrole